CCOC1=CC=C(C=C1)C2=C(N=NS2)C3=CC(=C(C=C3O)O)Cl The molecule is a member of the class of thiadiazoles that is 1,2,3-thiadiazole substituted at positions 4 and 5 by 2,4-dihydroxy-4-chlorophenyl and 4-methoxyphenyl groups respectively. It has a role as a Hsp90 inhibitor. It is a member of monochlorobenzenes, an aromatic ether, a member of resorcinols and a member of thiadiazoles.